BrCC1=C(C=C(C(=O)OC)C=C1)OC Methyl 4-(bromomethyl)-3-methoxybenzoate